(2S)-2-[(tert-butoxycarbonyl)(methyl)amino]-3-[5-chloro-2-(morpholin-4-yl)phenyl]propanoic acid C(C)(C)(C)OC(=O)N([C@H](C(=O)O)CC1=C(C=CC(=C1)Cl)N1CCOCC1)C